2-oxo-1,4-diazepin-1-yl acetate C(C)(=O)ON1C(CN=CC=C1)=O